(Z)-11-tetradeCenyl acetate ((Z)-11-tetradecenyl acetate) C(CCCCCCCCC\C=C/CC)CC(=O)O.C(C)(=O)OCCCCCCCCCC\C=C/CC